4-(bromomethyl)-1,1'-biphenyl BrCC1=CC=C(C=C1)C1=CC=CC=C1